(S)-2-(4-((1-(pyridin-2-yl)ethyl)amino)phthalazin-1-yl)-5-(trifluoromethyl)phenol N1=C(C=CC=C1)[C@H](C)NC1=NN=C(C2=CC=CC=C12)C1=C(C=C(C=C1)C(F)(F)F)O